BrC1=CC=C(OCC2OC(COC2)C(F)F)C=C1 2-((4-bromophenoxy)methyl)-6-(difluoromethyl)-1,4-dioxacyclohexane